ClC=1C=C(CNC2=C(C(=NC3=CC=CC=C23)N(CC2=CC=C(C=C2)OC)CC2=CC=C(C=C2)OC)[N+](=O)[O-])C=CC1CN1CCCC1 N4-(3-chloro-4-(pyrrolidin-1-ylmethyl)benzyl)-N2,N2-bis(4-methoxybenzyl)-3-nitroquinoline-2,4-Diamine